COC(N[C@H](C(=O)NC=1C(N(C=CC1)CC1=NC2=C(N1)C=C(C(=C2)F)F)=O)CC\C=C\C(=O)N(C)C)=O Methyl-(S,E)-(1-((1-((5,6-difluoro-1H-benzo[d]imidazol-2-yl)methyl)-2-oxo-1,2-dihydropyridin-3-yl)amino)-7-(dimethylamino)-1,7-dioxohept-5-en-2-yl)carbamat